BrC1=CC=C(C=C1)N(S(=O)(=O)N1CCN(CC1)C(C(F)(F)F)=O)CCC N-(4-bromophenyl)-N-propyl-4-(2,2,2-trifluoroacetyl)piperazine-1-sulfonamide